NC1=CC(=NN1)C=1N(C=2C=CC=C(C2C1)NC1CCN(CC1)C)CC(F)(F)F 2-(5-amino-1H-pyrazol-3-yl)-N-(1-methylpiperidin-4-yl)-1-(2,2,2-trifluoroethyl)-1H-indol-4-amine